3-butylnonanenitrile C(CCC)C(CC#N)CCCCCC